[Si](C)(C)(C(C)(C)C)OCC(=CC(=O)OCC)CO[Si](C)(C)C(C)(C)C ethyl 4-[tert-butyl(dimethyl)silyl]oxy-3-[[tert-butyl(dimethyl)silyl]oxymethyl]but-2-enoate